FC1CN(C1)CCC1=NN(C(C(=C1)C)=O)[C@H](C(=O)N)CC(C)C (S)-2-(3-(2-(3-fluoroazetidin-1-yl)ethyl)-5-methyl-6-oxopyridazin-1(6H)-yl)-4-methylpentanamide